COC(=O)C1=NC(=C(C=C1)N1CCN(CC1)CC=1C(=C2NC(C(=NC2=CC1)C)=O)C)F 5-[4-[(2,5-dimethyl-3-oxo-4H-quinoxalin-6-yl)methyl]piperazin-1-yl]-6-fluoro-pyridine-2-carboxylic acid methyl ester